C1(=CC=C(C=C1)C(=O)NCC(=O)O)C1=CC=CC=C1 ([1,1'-biphenyl]-4-carbonyl)glycine